C(C)C1=NC(=NO1)C1=CC=C(C(=O)O)C=C1 4-(5-Ethyl-1,2,4-oxadiazol-3-yl)benzoic acid